C(#N)C[C@@H]1N(CCN(C1)C1=NC(=NC(=C1)C(NC1=CC(=CC2=CC=CC=C12)OC)=O)C1=CC=NC=C1)C(=O)OCC1=CC=CC=C1 benzyl (S)-2-(cyanomethyl)-4-(6-((3-methoxynaphthalen-1-yl)carbamoyl)-2-(pyridin-4-yl)pyrimidin-4-yl)piperazine-1-carboxylate